C(=O)(OC(C)(C)C)N[C@@H](CSC(C)(C)C)C(=O)O N-Boc-S-tert-butyl-L-cysteine